Methyl 5-(4-(3-((3-chloro-4-(trifluoromethoxy)benzyl)amino)propoxy)piperidin-1-yl)benzo[c][2,6]naphthyridine-8-carboxylate ClC=1C=C(CNCCCOC2CCN(CC2)C2=NC3=C(C4=CN=CC=C24)C=CC(=C3)C(=O)OC)C=CC1OC(F)(F)F